ClP(=O)(OC1=CC=CC2=CC=CC=C12)N[C@H](C(=O)OCCCCC)CC(C)C (2S)-pentyl 2-((chloro(naphthalen-1-yloxy)phosphoryl)amino)-4-methylpentanoate